3-benzoyl-2-methyl-2-fluoropropionic acid ethyl ester C(C)OC(C(CC(C1=CC=CC=C1)=O)(F)C)=O